2-(Z-11-hexadecenyloxy)-tetrahydropyran C(CCCCCCCCC\C=C/CCCC)OC1OCCCC1